(E)-N-(1-(2-(3-(hydroxyamino)-3-oxoprop-1-en-1-yl)phenyl)piperidin-4-yl)cyclohexanecarboxamide ONC(/C=C/C1=C(C=CC=C1)N1CCC(CC1)NC(=O)C1CCCCC1)=O